O1C(COC2=NC=CC=C21)COC2=NC(N1C(C3=CC=C(C=C3CC1)OCC1=CC(=NO1)C)=C2)=O 2-(2,3-Dihydro-[1,4]dioxino[2,3-b]pyridin-2-ylmethoxy)-9-(3-methyl-isoxazol-5-ylmethoxy)-6,7-dihydro-pyrimido[6,1-a]isoquinolin-4-one